CN1N=C(C(=C1)N)NC=1C=NC(=CC1)OC1=CC=C(C2=C1C1(CC1)CO2)C 1-methyl-N3-[6-(7-methylspiro[2H-benzofuran-3,1'-cyclopropane]-4-yl)oxy-3-pyridyl]pyrazole-3,4-diamine